CC=1SC=C(N1)CN (2-methylthiazol-4-yl)methanamine